7-(1-(4-chloropyridin-3-yl)piperidin-4-yl)-5-((3-(trifluoromethyl)pyridin-2-yl)methyl)pyrido[2,3-b]pyrazin-6(5H)-one ClC1=C(C=NC=C1)N1CCC(CC1)C1=CC=2C(=NC=CN2)N(C1=O)CC1=NC=CC=C1C(F)(F)F